methyl (S)-2-amino-3-((tert-butoxycarbonyl)amino)-3-methylbutanoate N[C@H](C(=O)OC)C(C)(C)NC(=O)OC(C)(C)C